FC1(CCC2=C1N=C(N=C2C2=CC=C1CCN(C(C1=C2)=O)C)N2[C@H]([C@@H](C2)O)C)F 7-(7,7-difluoro-2-((2S,3R)-3-hydroxy-2-methylazetidin-1-yl)-6,7-dihydro-5H-cyclopenta[d]pyrimidin-4-yl)-2-methyl-3,4-dihydroisoquinolin-1(2H)-one